BrC1=CN=C(N1C)C(=O)NC1=CC(=C(C(=O)OC)C=C1)Cl methyl 4-[(5-bromo-1-methyl-imidazole-2-carbonyl)amino]-2-chloro-benzoate